(R)-1-(tert-Butoxycarbonyl)piperidine-3-carboxylic acid C(C)(C)(C)OC(=O)N1C[C@@H](CCC1)C(=O)O